BrC1=CC(=C(O[C@H](C(=O)O)CC)C=C1F)C(CC)(F)F (S)-2-(4-bromo-2-(1,1-difluoropropyl)-5-fluorophenoxy)butanoic acid